2-[2-[2-[2-[2,3-bis[8-(1-octylnonoxy)-8-oxo-octoxy] propoxy] ethoxy]ethoxy] ethoxy]ethyl 1,3-dimethylpyrrolidine-3-carboxylate CN1CC(CC1)(C(=O)OCCOCCOCCOCCOCC(COCCCCCCCC(OC(CCCCCCCC)CCCCCCCC)=O)OCCCCCCCC(=O)OC(CCCCCCCC)CCCCCCCC)C